6-Chloro-7-(7-(((3-chloropyridin-2-yl)oxy)methyl)-6-azaspiro[3.4]octan-6-yl)-1-(6-(3-(dimethylamino)azetidin-1-yl)pyridin-3-yl)-4-oxo-1,4-dihydroquinoline-3-carboxylic acid ClC=1C=C2C(C(=CN(C2=CC1N1CC2(CCC2)CC1COC1=NC=CC=C1Cl)C=1C=NC(=CC1)N1CC(C1)N(C)C)C(=O)O)=O